9-(1-((6-chloro-2-(quinolin-6-yl)pyridin-3-yl)amino)ethyl)-3-(2-hydroxyethyl)-4,7-dimethyl-3,4-dihydro-5H-pyrazolo[3,4-c]isoquinolin-5-one ClC1=CC=C(C(=N1)C=1C=C2C=CC=NC2=CC1)NC(C)C=1C=2C3=C(N(C(C2C=C(C1)C)=O)C)N(N=C3)CCO